4-(3-hydroxy-6-quinolin-8-yl-pyridin-2-yl)-4-oxo-butyric acid ethyl ester C(C)OC(CCC(=O)C1=NC(=CC=C1O)C=1C=CC=C2C=CC=NC12)=O